carbodiimide, phosphonium salt [PH4+].N=C=N